ClC1=C(C(=CC=C1)F)C1=NOC(=C1C1=CC2(C1)CCN(CC2)C2=CC=C1C=CN=CC1=C2)C2CC2 7-(2-(3-(2-Chloro-6-fluorophenyl)-5-cyclopropylisoxazol-4-yl)-7-azaspiro[3.5]non-1-en-7-yl)isochinolin